tert-Butyl 4-(7-(2-aminoethyl)-2,3-dihydro-1H-inden-4-yl)piperazine-1-carboxylate NCCC=1C=CC(=C2CCCC12)N1CCN(CC1)C(=O)OC(C)(C)C